(1-methylpyrrolidin-3-yl)-5-(piperidin-1-ylmethyl)-5,6-dihydro-1,4,2-dioxazine CN1CC(CC1)C1=NOCC(O1)CN1CCCCC1